(6-bromopyridin-3-yl)-N-(2-chlorobenzyl)methylamine BrC1=CC=C(C=N1)N(CC1=C(C=CC=C1)Cl)C